(R)-N-((7-bromo-5-cyclopropylpyrazolo[1,5-a]pyridin-2-yl)methyl)-2-methylpropane-2-sulfinamide BrC1=CC(=CC=2N1N=C(C2)CN[S@](=O)C(C)(C)C)C2CC2